FC1=CC=C(CC=2C=NC(=NC2)C2OCCN(C2)C(CCN2N=CC3=CC=CC=C23)=O)C=C1 1-(2-(5-(4-fluorobenzyl)pyrimidin-2-yl)morpholino)-3-(1H-indazol-1-yl)propan-1-one